1-(3-bromo-5-(1,1-difluoroethyl)phenyl)ethan-1-one BrC=1C=C(C=C(C1)C(C)(F)F)C(C)=O